N-((5-(piperazin-1-yl)pyrazolo[1,5-c]quinazolin-2-yl)methyl)-2-(trifluoromethoxy)benzamide N1(CCNCC1)C1=NC=2C=CC=CC2C=2N1N=C(C2)CNC(C2=C(C=CC=C2)OC(F)(F)F)=O